tungsten-rhenium-copper [Cu].[Re].[W]